5-fluoro-N-(4-(4-(N-(2-hydroxy-2-methylpropyl)sulfamoyl)bicyclo[2.2.2]octan-1-yl)phenyl)isoindoline-2-carboxamide FC=1C=C2CN(CC2=CC1)C(=O)NC1=CC=C(C=C1)C12CCC(CC1)(CC2)S(NCC(C)(C)O)(=O)=O